CN1CC(OCC1)C=1SC2=C(N1)C=C(C=C2)C2=NC[C@H](CC2)C 4-methyl-2-(5-((S)-5-methyl-3,4,5,6-tetrahydropyridin-2-yl)benzo[d]thiazol-2-yl)morpholine